3-chloro-4-methyl-8-pyrrolidin-1-yl-pyrimido[4',5':4,5]thieno[2,3-c]pyridazine ClC1=C(C2=C(N=N1)SC1=C2N=CN=C1N1CCCC1)C